COC1(CC1)CCC=O 3-(1-methoxycyclopropyl)propan-1-one